tert-butyl (R)-2-(((tert-butyldimethylsilyl)oxy)methyl)-4-fluoroindoline-1-carboxylate [Si](C)(C)(C(C)(C)C)OC[C@@H]1N(C2=CC=CC(=C2C1)F)C(=O)OC(C)(C)C